4-(4-fluorophenyl)-3-butyn-2-one FC1=CC=C(C=C1)C#CC(C)=O